(3-bromo-1-(tert-butyl)-1H-pyrazol-4-yl)(1-ethyl-1H-pyrazol-4-yl)methanol BrC1=NN(C=C1C(O)C=1C=NN(C1)CC)C(C)(C)C